1-(3-chloro-5,8-dihydropyrido[3,4-c]pyridazin-7(6H)-yl)-2,2,2-trifluoroethanone ClC1=CC2=C(N=N1)CN(CC2)C(C(F)(F)F)=O